O=C1C(=NN(C2=CC=CC(=C12)N1N=CC(=C1)C(F)(F)F)C1=CC=C(C=C1)OC(F)(F)F)C(=O)O 4-oxo-1-[4-(trifluoromethoxy)phenyl]-5-[4-(trifluoromethyl)pyrazol-1-yl]cinnoline-3-carboxylic acid